tertbutyl 4-iodoazepane-1-carboxylate IC1CCN(CCC1)C(=O)OC(C)(C)C